FC(OC1=C(C(=CC=C1)F)C1=CC(=NC=C1C(=O)NC=1SC(=NN1)OC)C)F 4-(2-(difluoromethoxy)-6-fluorophenyl)-N-(5-methoxy-1,3,4-thiadiazol-2-yl)-6-methylnicotinamide